Cl.Cl.N(=NC(C(=N)NC1=CC=C(C=C1)O)(C)C)C(C(=N)NC1=CC=C(C=C1)O)(C)C azobis[N-(4-hydroxyphenyl)-2-methylpropionamidine] dihydrochloride